N-cyclobutyl-5-(3-(2-fluoroethyl)-2-methyl-3H-imidazo[4,5-b]pyridin-5-yl)pyrrolo[2,1-f][1,2,4]triazin-2-amine C1(CCC1)NC1=NN2C(C=N1)=C(C=C2)C2=CC=C1C(=N2)N(C(=N1)C)CCF